1-methyl-prop-2-yn-1-ol CC(C#C)O